5-bromo-4-methoxy-2-aminopyridine tert-butyl-4-(2-fluoro-4-(methoxycarbonyl)phenyl)piperazine-1-carboxylate C(C)(C)(C)OC(=O)N1CCN(CC1)C1=C(C=C(C=C1)C(=O)OC)F.BrC=1C(=CC(=NC1)N)OC